CC(=CCC1=C(C2=C(C=C1O)OC(=C(C2=O)CC=C(C)C)C3=C(C=C(C=C3)O)O)O)C The molecule is a tetrahydroxyflavone that is flavone substituted by hydroxy groups at positions 5, 7, 2' and 4' and prenyl groups at positions 3 and 6. Isolated from Morus nigra, it exhibits antibacterial and cytotoxic activities. It has a role as an antibacterial agent, an antineoplastic agent and a plant metabolite.